C1(=CC=C(C=C1)CC(C(C)=O)C(C)=O)C 3-(p-tolylmethyl)pentane-2,4-dione